11-Hydroxy-1-undecanethiol OCCCCCCCCCCCS